S1C(=NC2=C1C=CC=C2)NC2=NN=C(C1=C2CCC1)NC=1SC=C(N1)C(=O)OCC ethyl 2-[[1-(1,3-benzothiazol-2-ylamino)-6,7-dihydro-5H-cyclopenta[d]pyridazin-4-yl]amino]thiazole-4-carboxylate